5-(4-((4-((5-(trifluoromethyl)pyridin-2-yl)amino)piperidin-1-yl)sulfonyl)cyclohexa-1,3-dien-1-yl)-1H-pyrazolo[3,4-b]pyridin-3-amine FC(C=1C=CC(=NC1)NC1CCN(CC1)S(=O)(=O)C1=CC=C(CC1)C=1C=C2C(=NC1)NN=C2N)(F)F